FC(C)(C)C=1C=CN=NC1OC 5-(2-fluoropropan-2-yl)-6-methoxypyridazin